C(#N)CCC1=CC=C(CN2N=CC(=C2)C(=O)N)C=C1 1-(4-(2-cyanoethyl)benzyl)-1H-pyrazole-4-carboxamide